CN(C(=O)C1(CCC1)C)C N,N,1-trimethylcyclobutane-1-carboxamide